2-[6-amino-5-[8-[2-[3-(3-fluoroazetidin-1-yl)prop-1-ynyl]-4-pyridinyl]-3,8-diazabicyclo[3.2.1]oct-3-yl]pyridazin-3-yl]phenol NC1=C(C=C(N=N1)C1=C(C=CC=C1)O)N1CC2CCC(C1)N2C2=CC(=NC=C2)C#CCN2CC(C2)F